NC1=CC=C(C=C1)CC(=O)NC1=CC=C(C=C1)CN1CCN(CC1)C 2-(4-aminophenyl)-N-{4-[(4-methylpiperazin-1-yl)methyl]phenyl}acetamide